cis-2-isopropyl-5-carboxy-1,3-dioxane C(C)(C)[C@@H]1OC[C@@H](CO1)C(=O)O